2-(methyl((1S,3S)-3-(4-(5,6,7,8-tetrahydro-1,8-naphthyridin-2-yl)butoxy)cyclopentyl)amino)-2-((S)-1-methylisochroman-8-yl)acetic acid CN(C(C(=O)O)C=1C=CC=C2CCO[C@H](C12)C)[C@@H]1C[C@H](CC1)OCCCCC1=NC=2NCCCC2C=C1